2-methyl-2-(piperidin-4-yl)propionic acid ethyl ester C(C)OC(C(C)(C1CCNCC1)C)=O